COC(=O)C1=CC2=C(N=C(C=3N2C(=NC3)C)NC(=O)OC(C)(C)C)C=N1.OCC(NCCCNC(CO)(CO)CO)(CO)CO 1,3-bis(tris(hydroxymethyl)methyl-amino)propane Methyl-4-((tert-butoxycarbonyl)amino)-1-methylimidazo[1,5-a]pyrido[3,4-e]pyrazine-8-carboxylate